OC1=NC(=NC=C1C(=O)O)S 4-hydroxy-2-mercapto-5-pyrimidineformic acid